4,4'-(2,3,6,7-tetramethoxyanthracene-9,10-diyl)dipyridine COC1=CC2=C(C3=CC(=C(C=C3C(=C2C=C1OC)C1=CC=NC=C1)OC)OC)C1=CC=NC=C1